sodium lauroyl alaninate N[C@@H](C)C(=O)OC(CCCCCCCCCCC)=O.[Na]